5-(5-((3,6-difluoro-4-oxo-4,5-dihydropyrazolo[1,5-a]quinoxalin-7-yl)methyl)-1,4,5,6-tetrahydropyrrolo[3,4-d]imidazol-2-yl)-N-methylpicolinamide FC=1C=NN2C1C(NC1=C(C(=CC=C21)CN2CC=1NC(=NC1C2)C=2C=CC(=NC2)C(=O)NC)F)=O